trimethyltin (IV) hydroxide C[Sn](C)(C)O